FC=1C=C2C(C(N(C2=CC1)C=1C=C(C=NC1)CC1=NNC(C2=CC=CC=C12)=O)=O)(C)O (+)-4-((5-(5-Fluoro-3-hydroxy-3-methyl-2-oxoindolin-1-yl)pyridin-3-yl)methyl)phthalazin-1(2H)-one